FC(C(=O)N1CC(C1)NC=1C(=NC=CC1C)OC1=CC=C(C=C1)OC(F)(F)F)=C 2-Fluoro-1-(3-((4-methyl-2-(4-(trifluoromethoxy)phenoxy)pyridin-3-yl)amino)azetidin-1-yl)prop-2-en-1-one